FC1=C(C(=CC=C1)OC)C1=NC=CC(=N1)NC1=NC=C(C(=C1)N1C[C@H](CCC1)O)C=1C=NN(C1)C1CCOCC1 (S)-1-(2-((2-(2-fluoro-6-methoxyphenyl)pyrimidin-4-yl)amino)-5-(1-(tetrahydro-2H-pyran-4-yl)-1H-pyrazol-4-yl)pyridin-4-yl)piperidin-3-ol